NC=1C=C(C(=O)O)C=C(C1)C 3-amino-5-methylbenzoic acid